4-benzyloxy-6-(4-tert-butyl-5-chloro-2-methyl-phenyl)-2-methyl-3-[1-(1-methylazetidin-3-yl)pyrazol-4-yl]pyridine C(C1=CC=CC=C1)OC1=C(C(=NC(=C1)C1=C(C=C(C(=C1)Cl)C(C)(C)C)C)C)C=1C=NN(C1)C1CN(C1)C